CN(CCN(C1=CC(=C(C=C1[N+](=O)[O-])NC=1N=CC2=C(N1)N(C(C(=C2)C2=NN(C=C2)C2OCCCC2)=O)C)OC)C)C 2-((4-((2-(dimethylamino)ethyl)(methyl)amino)-2-methoxy-5-nitrophenyl)amino)-8-methyl-6-(1-(tetrahydro-2H-pyran-2-yl)-1H-pyrazol-3-yl)pyrido[2,3-d]pyrimidin-7(8H)-one